(1R,3R,5S)-1-(methoxymethyl)-3-methyl-N-(4-methyl-3-(pyrazolo[1,5-a]pyrazin-6-yl)phenyl)-6-azabicyclo[3.1.1]heptane-6-carboxamide COC[C@]12C[C@@H](C[C@H](N1C(=O)NC1=CC(=C(C=C1)C)C=1N=CC=3N(C1)N=CC3)C2)C